ClC=1C(=NC=CC1)S(=O)(=O)NC=1C=CC=C2C=CC=NC12 3-chloro-N-(quinolin-8-yl)pyridine-2-sulfonamide